1-(3,5-bistrifluoromethylphenyl)thiourea FC(C=1C=C(C=C(C1)C(F)(F)F)NC(=S)N)(F)F